S(=O)(=O)(O)C1=CC=CC=C1.C1(=CC=CC=C1)S(=O)(=O)O phenylsulfonate (besylate)